dinitro-4,4'-azofurazan [N+](=O)([O-])C1=NON=C1N=NC=1C(=NON1)[N+](=O)[O-]